7-(4-bromobenzoyl)-1,3-dihydro-2H-indole BrC1=CC=C(C(=O)C=2C=CC=C3CCNC23)C=C1